4-cyclopropyl-3-(2-methyl-2H-indazol-4-yl)-N-(2-(trifluoromethyl)pyridin-4-yl)isothiazole-5-carboxamide C1(CC1)C=1C(=NSC1C(=O)NC1=CC(=NC=C1)C(F)(F)F)C=1C2=CN(N=C2C=CC1)C